N-(2-hydroxybenzyl)-4-methylaniline OC1=C(CNC2=CC=C(C=C2)C)C=CC=C1